(S)-2-(2-Cyclopentylethyl)-6-methyl-4-((4-(trifluoromethyl)phenyl)sulfonyl)-2,3,4,5-tetrahydro-1H-benzo[e][1,4]diazepine C1(CCCC1)CC[C@H]1CN(CC2=C(N1)C=CC=C2C)S(=O)(=O)C2=CC=C(C=C2)C(F)(F)F